FC1([C@H](C1)CC=1NC=C(N1)CC1=CC=NC=C1)F (S)-4-((2-((2,2-Difluorocyclopropyl)methyl)-1H-imidazol-4-yl)methyl)pyridine